methyl (2S,4R)-4-(difluoromethoxy)pyrrolidine-2-carboxylate FC(O[C@@H]1C[C@H](NC1)C(=O)OC)F